1,4-naphthalene-dicarboxylic acid C1(=CC=C(C2=CC=CC=C12)C(=O)O)C(=O)O